C1(CC1)N1N=CC(=C1)C(=O)N1CCCC2=CC(=CC=C12)C1(CCC1)C(=O)NC1=CC=C(C=C1)F 1-[1-(1-Cyclopropyl-1H-pyrazol-4-carbonyl)-1,2,3,4-tetrahydrochinolin-6-yl]-N-(4-fluorophenyl)cyclobutan-1-carboxamid